(1-(3-fluoro-7-methoxynaphthalene-1-yl)propan-2-yl)acetamide FC=1C=C(C2=CC(=CC=C2C1)OC)CC(C)CC(=O)N